CC(CN1C(C=C(C2=CC=C(N=C12)C1=C(C=CC=C1)F)N1[C@H](CN(CC1)C(C=C)=O)C)=O)(C)C 1-(2,2-dimethylpropyl)-7-(2-fluorophenyl)-4-((2S)-2-methyl-4-(2-propenoyl)-1-piperazinyl)-1,8-naphthyridin-2(1H)-one